2-(3-{3-[(oxetan-3-yl)amino]pyrrolidin-1-yl}-1,2,4-triazin-6-yl)-5-(1H-pyrazol-4-yl)phenol O1CC(C1)NC1CN(CC1)C=1N=NC(=CN1)C1=C(C=C(C=C1)C=1C=NNC1)O